(R)-3-(4-chloro-1H-benzo[d]imidazol-2-yl)-2-methyl-N-((S)-11-oxo-2,3,10,11-tetrahydro-1H,5H-benzo[d]pyrazolo[1,2-a][1,2]diazepin-10-yl)propionamide ClC1=CC=CC=2NC(=NC21)C[C@H](C(=O)N[C@H]2C1=C(CN3N(C2=O)CCC3)C=CC=C1)C